FCC1=C(CC2=C(N1)COC2=O)C(=O)[O-] 2-(fluoromethyl)-5-oxo-1,4,5,7-tetrahydrofuro[3,4-b]pyridine-3-carboxylate